C1(CCCCCCC1)OC1CCCCCCC1 monocyclooctyl ether